[1'R,2'S,5'R]-2-(5'-methyl-2'-(methylethyl)cyclohexyloxy)ethan-1-ol Ethyl-(±)-4-(5-ethoxy-2-((5-methoxy-7-methyl-1-tolyl-1H-indol-4-yl)thio)cyclohexyl)benzoate C(C)C1=C(C(=O)OCCOC2C(CCC(C2)C)C(C)C)C=CC(=C1)C1C(CCC(C1)OCC)SC1=C2C=CN(C2=C(C=C1OC)C)C1=C(C=CC=C1)C